(2S,3R,4R,5S)-2-(hydroxymethyl)-1-octylpiperidine-3,4,5-triol OC[C@@H]1N(C[C@@H]([C@H]([C@@H]1O)O)O)CCCCCCCC